(S)-N1-(1-(2-(((1R,2R,5R)-6,6-dimethylbicyclo[3.1.1]heptan-2-yl)methylamino)-2-oxoethyl)-2-oxo-1,2-dihydropyridin-3-yl)-2-(1H-imidazole-4-carboxamido)-N6-methyl-5-oxohexanediamide CC1([C@@H]2CC[C@H]([C@H]1C2)CNC(CN2C(C(=CC=C2)NC([C@H](CCC(C(=O)NC)=O)NC(=O)C=2N=CNC2)=O)=O)=O)C